N-(6-methyl-1-(4-(trifluoromethyl)benzyl)-1H-pyrazolo[3,4-b]pyridin-3-yl)furan-3-carboxamide CC1=CC=C2C(=N1)N(N=C2NC(=O)C2=COC=C2)CC2=CC=C(C=C2)C(F)(F)F